2-(2-bromoethoxy)-3',6'-diethylamino-2',7'-dimethylspiro[isoindoline-1,9'-xanthen]-3-one BrCCON1C(C2=CC=CC=C2C12C1=CC(=C(C=C1OC=1C=C(C(=CC21)C)NCC)NCC)C)=O